ClC1=CC(=C(C=C1)NC(OCC1CC1)=O)C(N[C@H](C(C(=O)NC1CC1)=O)C[C@H]1C(NCC1)=O)=O cyclopropylmethyl N-[4-chloro-2-[[(1S)-3-(cyclopropylamino)-2,3-dioxo-1-[[(3S)-2-oxopyrrolidin-3-yl]methyl]propyl]carbamoyl]phenyl]carbamate